(4-(Dimethylphosphoryl)-2-fluorobenzyl)carbamic acid tert-butyl ester C(C)(C)(C)OC(NCC1=C(C=C(C=C1)P(=O)(C)C)F)=O